Ethyl 5H-pyrido[4,3-b]indole-7-carboxylate C1=NC=CC=2NC=3C=C(C=CC3C21)C(=O)OCC